hydroxypivalyl hydroxypivalate (hydroxypivalylhydroxypivalate) OC(C(C(=O)O)(C)C)(O)C(C(C)(C)C)=O.OCC(C(=O)OC(C(CO)(C)C)=O)(C)C